FC1=C(C=CC=C1C)C=1C(=C2C(=NC1)N(C(N2)=O)[C@H](CS(=O)(=O)C)C2=NC(=C(C=C2)OC)OCC)C (S)-6-(2-fluoro-3-methylphenyl)-3-(1-(6-ethoxy-5-methoxypyridin-2-yl)-2-(methylsulfonyl)ethyl)-7-methyl-1H-imidazo[4,5-b]pyridin-2(3H)-one